FC(C1=CC=C(C=C1)C=1C=C(C(N(N1)C1=CC(=CC=C1)F)=O)C(=O)O)F 6-[4-(difluoromethyl)phenyl]-2-(3-fluorophenyl)-3-oxo-2,3-dihydropyridazine-4-carboxylic acid